(3-chloro-2,4-dimethyl-5,7-dihydropyrrolo[3,4-b]pyridin-6-yl)-[(3R)-1-pyrimidin-4-ylpyrrolidin-3-yl]methanone methyl-2-amino-2-methylpropanoate COC(C(C)(C)N)=O.ClC=1C(=C2C(=NC1C)CN(C2)C(=O)[C@H]2CN(CC2)C2=NC=NC=C2)C